3-(trifluoromethyl)-2-((R)-3-(((3S,4R,5R)-3,4,5-tris(benzyloxy)piperidin-1-yl)methyl)pyrrolidin-1-yl)pyridine FC(C=1C(=NC=CC1)N1C[C@H](CC1)CN1C[C@@H](C([C@@H](C1)OCC1=CC=CC=C1)OCC1=CC=CC=C1)OCC1=CC=CC=C1)(F)F